1-({Butyl[(1R)-1-(3,5-Diethoxy-4-Methylphenyl)Ethyl]Carbamoyl}Amino)-3,3-Difluorocyclobutane-1-Carboxylic Acid C(CCC)N(C(=O)NC1(CC(C1)(F)F)C(=O)O)[C@H](C)C1=CC(=C(C(=C1)OCC)C)OCC